BrC=1C=CC=2N(C1)C(=C(N2)C2=NC=1C(=NC=C(C1)C(F)(F)F)N2C)S(=O)(=O)CC 2-(6-bromo-3-ethylsulfonylimidazo[1,2-a]pyridin-2-yl)-3-methyl-6-(trifluoromethyl)imidazo[4,5-b]pyridine